tert-Butyl 3-(((2-chloro-4-(trifluoromethyl)phenyl)sulfinyl)methyl)azetidine-1-carboxylate ClC1=C(C=CC(=C1)C(F)(F)F)S(=O)CC1CN(C1)C(=O)OC(C)(C)C